N1N=CC2=CC(=CC=C12)NC=1OC(=NN1)C1=CC(=NC=C1)C=1OC=CN1 N-(1H-indazol-5-yl)-5-(2-(oxazol-2-yl)pyridin-4-yl)-1,3,4-oxadiazol-2-amine